6-amino-5-bromopyrimidin-2(1H)-one NC1=C(C=NC(N1)=O)Br